5-(3-ethyl-5-(piperidin-4-yl)-1H-indol-2-yl)benzo[d]oxazol-2(3H)-one C(C)C1=C(NC2=CC=C(C=C12)C1CCNCC1)C=1C=CC2=C(NC(O2)=O)C1